4-(2,4-dibromophenyl)but-3-en-2-one BrC1=C(C=CC(=C1)Br)C=CC(C)=O